1-(2-hydroxyethyl)-5-((2-hydroxyethyl)carbamoyl)-1H-pyrrole-2-carboxylic acid OCCN1C(=CC=C1C(NCCO)=O)C(=O)O